NC1=NC=C(C2=C1C(=NN2[C@@H]2CN(CC2)C(C=C)=O)C#CC2=CC1=C(N(C=N1)C)C=C2F)C=2N(C=CN2)C (S)-1-(3-(4-amino-3-((6-fluoro-1-methyl-1H-benzo[d]imidazol-5-yl)ethynyl)-7-(1-methyl-1H-imidazol-2-yl)-1H-pyrazolo[4,3-c]pyridin-1-yl)pyrrolidin-1-yl)prop-2-en-1-one